COC1=CC(=NC=C1N1N=C(C=2C=NC(=CC21)C=2C=NN1C2N=CC=C1)C)NC 4-methoxy-N-methyl-5-(3-methyl-6-(pyrazolo[1,5-a]pyrimidin-3-yl)-1H-pyrazolo[4,3-c]pyridin-1-yl)pyridin-2-amine